tert-butyl 7-(7-bromo-6-chloro-8-fluoro-2-((1-(pyrrolidin-1-ylmethyl)cyclopropyl)methoxy)quinazolin-4-yl)-2,7-diazaspiro[3.5]nonane-2-carboxylate BrC1=C(C=C2C(=NC(=NC2=C1F)OCC1(CC1)CN1CCCC1)N1CCC2(CN(C2)C(=O)OC(C)(C)C)CC1)Cl